N1(N=CC=C1)C1=CC=C(C=N1)N1C[C@H](CC1)COC1=NC(=NC=C1C#N)C1CC1 (S)-4-((1-(6-(1H-pyrazol-1-yl)pyridin-3-yl)pyrrolidin-3-yl)methoxy)-2-cyclopropylpyrimidine-5-carbonitrile